CC1=C(C(=CC=C1)C)CC(=O)N (2,6-dimethylphenyl)acetamide